CC=1OC(=CC1C(=O)NC1=NC(=NS1)CC(C)=O)C1=CC(=CC=C1)C(F)(F)F 2-methyl-5-(3-trifluoromethylphenyl)-N-(3-(2-oxopropyl)-1,2,4-thiadiazol-5-yl)furan-3-carboxamide